NC=1C=NN(C1N)CC1=CC=C(C=C1)Cl 4,5-diamino-1-(4'-chlorobenzyl)pyrazole